C(O)C(C(=O)OCCCC)=C Butyl α-methylolacrylate